2-(2,4-dioxo-3,4-dihydropyrimidin-1(2H)-yl)-5-(hydroxymethyl)tetrahydrofuran-3,4-diyl-diacetate O=C1N(C=CC(N1)=O)C1OC(C(C1CC(=O)[O-])CC(=O)[O-])CO